(E)-3-chloro-4-(diethylamino)-4-oxobut-2-en-2-yl ((((R)-1-(dimethylamino)-3-(2-(3-methoxyphenylethyl) phenoxy) propan-2-yl) oxy) methyl) methylphosphonate CP(O\C(\C)=C(/C(=O)N(CC)CC)\Cl)(OCO[C@H](CN(C)C)COC1=C(C=CC=C1)CCC1=CC(=CC=C1)OC)=O